rac-6-{[4-methyl-1-(6-methylpyridin-3-yl)-1H-1,2,3-triazol-5-yl]methoxy}-2-(oxolan-3-yl)-1,2,3,4-tetrahydro-2,7-naphthyridine CC=1N=NN(C1COC=1C=C2CCN(CC2=CN1)[C@H]1COCC1)C=1C=NC(=CC1)C |r|